ClC1=C(C=CC=C1)[C@@H]1COC2(CC2)CN1C=1C(=NC=CN1)C(=O)N[C@H](C)\C=C\S(=O)(=O)C ((R)-6-(2-Chlorophenyl)-4-oxa-7-azaspiro[2.5]octan-7-yl)-N-((R,E)-4-(methylsulfonyl)but-3-en-2-yl)pyrazine-2-carboxamide